C(CC)B(OC)CCC di(n-propyl)(methoxy)borane